C1=CC(=CC=C1N)Cl P-chloroaniline